n-methoxy-7-morpholino-5-(3-(m-tolyl)-1H-pyrazol-1-yl)pyrazolo[1,5-a]pyrimidine-2-carboxamide CONC(=O)C1=NN2C(N=C(C=C2N2CCOCC2)N2N=C(C=C2)C=2C=C(C=CC2)C)=C1